N-(2,4-difluoro-5-methylphenyl)acetamide FC1=C(C=C(C(=C1)F)C)NC(C)=O